2-trimethoxysilylmethylthioacetate CO[Si](OC)(OC)CCC(=S)[O-]